4-[3-(benzyloxy)-1-fluorocyclobutyl]-2-fluoropyridine C(C1=CC=CC=C1)OC1CC(C1)(F)C1=CC(=NC=C1)F